C(#N)N1C2CCC(C1)[C@H]2NC(C2=CC=C(C=C2)C=2C=NC=CC2SC2=CC=CC=C2)=O N-((7R)-2-cyano-2-azabicyclo[2.2.1]heptan-7-yl)-4-(4-(phenylthio)pyridin-3-yl)benzamide